N-((S)-2-((4-(2,4-dimethylpyridin-3-yl)phenyl)amino)-1-((S)-4-fluorocyclohex-3-en-1-yl)-2-oxoethyl)-1-methyl-1H-pyrazole-5-carboxamide CC1=NC=CC(=C1C1=CC=C(C=C1)NC([C@H]([C@@H]1CC=C(CC1)F)NC(=O)C1=CC=NN1C)=O)C